benzoimidazole-5-carboxylic acid piperidin-4-ylamide hydrochloride Cl.N1CCC(CC1)NC(=O)C1=CC2=C(N=CN2)C=C1